(1R,4s)-N-((S)-1-(5-(2-Methoxychinolin-3-yl)-1,3,4-oxadiazol-2-yl)-7-oxononyl)-7'-oxo-7'H-spiro[cyclohexan-1,5'-furo[3,4-b]pyridin]-4-carboxamid COC1=NC2=CC=CC=C2C=C1C1=NN=C(O1)[C@@H](CCCCCC(CC)=O)NC(=O)C1CCC2(OC(C3=NC=CC=C32)=O)CC1